C(C)(C)C1=C(NC2=CC=C(C=C12)C1CCN(CC1)CC1=NN(C=C1)C)C1=CC=2N(C(=C1)C)N=NC2 5-(3-isopropyl-5-(1-((1-methyl-1H-pyrazol-3-yl)methyl)piperidin-4-yl)-1H-indol-2-yl)-7-methyl-[1,2,3]triazolo[1,5-a]pyridine